2-methoxypropan-1-ol COC(CO)C